The molecule is a phosphatidylcholine 34:1 in which the two acyl substituents at positions 1 and 2 are specified as oleoyl and palmitoyl respectively. It is a phosphatidylcholine 34:1 and a 1-acyl-2-hexadecanoyl-sn-glycero-3-phosphocholine. It derives from an oleic acid. CCCCCCCCCCCCCCCC(=O)O[C@H](COC(=O)CCCCCCC/C=C\\CCCCCCCC)COP(=O)([O-])OCC[N+](C)(C)C